Methoxy-triisopropyl-silane CO[Si](C(C)C)(C(C)C)C(C)C